1'-(tert-butoxycarbonyl)-7-(hydroxymethyl)-2H-spiro[benzofuran-3,4'-piperidine] C(C)(C)(C)OC(=O)N1CCC2(CC1)COC1=C2C=CC=C1CO